SC(CO)(CCC)C 2-mercapto-2-methyl-1-pentanol